tert-butyl 4-[7-isopropoxy-6-(phenylcarbamoyl)imidazo[1,2-a]pyridin-2-yl]piperidine-1-carboxylate C(C)(C)OC1=CC=2N(C=C1C(NC1=CC=CC=C1)=O)C=C(N2)C2CCN(CC2)C(=O)OC(C)(C)C